2-(4-(Trifluoromethyl)pyridin-2-yl)acetamide FC(C1=CC(=NC=C1)CC(=O)N)(F)F